BrC=1C=C(C=CC1)C(C)(C)NC(OC(C)(C)C)=O tert-butyl (2-(3-bromophenyl)propan-2-yl)carbamate